2-({3-[(E)-2-(5-hydroxypyridin-2-yl)vinyl]-1H-indazol-6-yl}thio)-N-methylbenzamide OC=1C=CC(=NC1)/C=C/C1=NNC2=CC(=CC=C12)SC1=C(C(=O)NC)C=CC=C1